C[Si](C)(C)C#C[Si](C#C[Si](C)(C)C)(C#C[Si](C)(C)C)C#C[Si](C)(C)C Tetrakis[(trimethylsilyl)ethynyl]silane